OC12CCC(CC1)(C2)N2CC(N(C=1C=NC(=NC21)NC2=CC=1C(=NSN1)C=C2C)C)=O 8-{4-Hydroxybicyclo[2.2.1]heptan-1-yl}-5-methyl-2-[(6-methyl-2,1,3-benzothiadiazol-5-yl)amino]-5,6,7,8-tetrahydropteridin-6-one